CC=1C(=NC=C(N1)C1=CNC2=C(C=CC=C12)C)OC1CN(CC1)C(C)=O 1-(3-((3-methyl-5-(7-methyl-1H-indol-3-yl)pyrazin-2-yl)oxy)pyrrolidin-1-yl)ethan-1-one